2-(2-((5-(3-(aminomethyl)phenyl)-7-(cyclopropylmethoxy)benzofuran-3-yl)methoxy)phenyl)acetic acid NCC=1C=C(C=CC1)C=1C=C(C2=C(C(=CO2)COC2=C(C=CC=C2)CC(=O)O)C1)OCC1CC1